3-bromo-1,1,1-trifluoro-2-propanol BrCC(C(F)(F)F)O